FC(C)(F)C1=NC(=CC(=N1)NC1=CC(=NC=C1C=1N=C(OC1)C)NC(C)=O)CC N-(4-((2-(1,1-difluoroethyl)-6-ethylpyrimidin-4-yl)amino)-5-(2-methyloxazol-4-yl)pyridin-2-yl)acetamide